OC[C@H](C(C)(C)O)NC(OC(C)(C)C)=O tert-butyl (R)-(1,3-dihydroxy-3-methylbutan-2-yl)carbamate